(R)-N-(2-amino-2-oxoethyl)-1-(2-(4-(2-(3,4-dimethoxyphenyl)-3-isopropyl-1H-indol-5-yl)piperidin-1-yl)-2-oxoethyl)piperidine-3-carboxamide NC(CNC(=O)[C@H]1CN(CCC1)CC(=O)N1CCC(CC1)C=1C=C2C(=C(NC2=CC1)C1=CC(=C(C=C1)OC)OC)C(C)C)=O